NC=1N=C(C2=CC=CC=C2C1)C=1C=C2CN(C(C2=CC1)=O)C1CNCCC1 3-[5-(3-aminoisoquinolin-1-yl)-1-oxo-2,3-dihydro-1H-isoindol-2-yl]piperidine